CC(CN[C@@H]([C@H]1CNC2=C(N1)N=CC=C2)C2=CC=CC=C2)C2=CC=C(C#N)C=C2 4-[1-methyl-2-[[(R)-phenyl-[(3R)-1,2,3,4-tetrahydropyrido[2,3-b]pyrazin-3-yl]methyl]amino]ethyl]benzonitrile